3-(3-nitro-1,2,4-triazol-1-yl)benzonitrile [N+](=O)([O-])C1=NN(C=N1)C=1C=C(C#N)C=CC1